7-[[2-methyl-4-(trifluoromethyl)pyrazol-3-yl]methyl]-2,7-diazaspiro[3.5]nonane CN1N=CC(=C1CN1CCC2(CNC2)CC1)C(F)(F)F